C(C1=CC=CC=C1)OC(=O)N1CCN(CC1)C1=NC=2N(C=C1)N=CC2 5-(4-((benzyloxy)carbonyl)piperazin-1-yl)pyrazolo[1,5-a]pyrimidine